OC1=CC=C(C=C1)N(C1=CC=C(C=C1)O)C1=CC=C(C=C1)O tris(4-hydroxyphenyl)amine